9-(4-acetoxyl-3-acetoxymethyl-butyl)-2-amino-6-chloropurine O(C(=O)C)CC(CCN1C2=NC(=NC(=C2N=C1)Cl)N)COC(C)=O